ClC=1C(=C(C2=CC=CC=C2C1)SC)[B] (3-chloro-1-(methylthio)naphthalen-2-yl)boron